FC=1C=C(C=NC1)[C@H](CNC(CC1CCC(CC1)C(=O)OC)(C)C)O methyl (1R,4r)-4-(2-(((R)-2-(5-fluoropyridin-3-yl)-2-hydroxyethyl)amino)-2-methylpropyl)cyclohexane-1-carboxylate